3-(4-t-butylphenyl)-2-methyl-propanal oxo-propanoate O=C(C(=O)O)C.C(C)(C)(C)C1=CC=C(C=C1)CC(C=O)C